3-(4-iodo-2-methoxyphenyl)-1-methylpyrido[3,4-d]pyrimidine-2,4(1H,3H)-dione IC1=CC(=C(C=C1)N1C(N(C2=C(C1=O)C=CN=C2)C)=O)OC